C(=O)(OC(C)(C)C)N([C@@H](CC(C)C)C(=O)O)C[2H] Boc-N-methyl-d1-leucine